phosphoglucamine P(=O)(O)(O)O[C@@H](CN)[C@@H](O)[C@H](O)[C@H](O)CO